6-methoxy-1-(1-methylazetidin-3-yl)-1H-indazol COC1=CC=C2C=NN(C2=C1)C1CN(C1)C